C1=C(C=CC2=CC=C(C=C12)S(=O)(=O)[O-])S(=O)(=O)[O-].[Na+].[Na+] sodium 2,7-naphthalenedisulfonate